4-((2-((6-methylpyridin-3-yl)oxy)ethyl)(4-(5,6,7,8-tetrahydro-1,8-naphthyridin-2-yl)butyl)amino)-2-(pyrido[3,2-d]pyrimidin-4-ylamino)butanoic acid CC1=CC=C(C=N1)OCCN(CCC(C(=O)O)NC=1C2=C(N=CN1)C=CC=N2)CCCCC2=NC=1NCCCC1C=C2